C(C)(C)C=1C(=NNC1C=1C=C(C=2N(C1)N=CN2)C)C2=CN=C(S2)C(C)NC 1-(5-(4-isopropyl-5-(8-methyl-[1,2,4]triazolo[1,5-a]pyridin-6-yl)-1H-pyrazol-3-yl)thiazol-2-yl)-N-methylethan-1-amine